C(C)(C)(C)C1=CC=2C(=NC(=CN2)[C@@H]2CCC[C@H]([C@@H](N2)CO)CC(C)C)N1C [(2R,3S,7S)-7-(6-tert-Butyl-5-methyl-pyrrolo[2,3-b]pyrazin-3-yl)-3-isobutyl-azepan-2-yl]methanol